C(C)OC(C(C(=O)OCC)(CC[C@@H](CCl)O[Si](C)(C)C(C)(C)C)NC(C)=O)=O (3S)-2-acetylamino-2-(4-chloro-3-tert-butyldimethylsilyloxy-butyl)malonic acid diethyl ester